N-(3-(3-(4-methylpiperazine-1-carbonyl)pyrazolo[1,5-a]pyridin-5-yl)-1H-pyrrolo[2,3-b]pyridin-6-yl)isonicotinamide CN1CCN(CC1)C(=O)C=1C=NN2C1C=C(C=C2)C2=CNC1=NC(=CC=C12)NC(C1=CC=NC=C1)=O